(S)-2-((4-bromo-2,3-dihydro-1H-inden-1-yl)oxy)-5-(1,3-dioxolan-2-yl)-6-methoxy-3-(trifluoromethyl)pyridine BrC1=C2CC[C@@H](C2=CC=C1)OC1=NC(=C(C=C1C(F)(F)F)C1OCCO1)OC